C(C)(C)(C)OC(=O)N1C[C@@H](CCC1)N(C(=O)C=1C=CC(=NC1)C(=O)O)C1=NC=CC2=C1C(=CS2)C 5-[[(3R)-1-tert-butoxycarbonyl-3-piperidyl]-(3-methylthieno[3,2-c]pyridin-4-yl)carbamoyl]pyridine-2-carboxylic acid